C(C)(C)(C)C1=NC=CC(=N1)C=1NC2=CC=C(C=C2C1)S(=O)(=O)C1(CC1)C(=O)O 1-((2-(2-(tert-Butyl)pyrimidin-4-yl)-1H-indol-5-yl)sulfonyl)cyclopropane-1-carboxylic acid